tert-butyl-8-hydroxy-6-oxo-6,8-dihydro-2H-spiro[benzo[2,1-b:3,4-c']difuran-3,4'-piperidine] C(C)(C)(C)N1CCC2(CC1)C1=C(OC2)C=2C(OC(C2C=C1)=O)O